1-(5-chloro-2-methoxyphenyl)-3-(1-(6-(trifluoromethyl)pyridin-2-yl)piperidin-4-yl)thiourea ClC=1C=CC(=C(C1)NC(=S)NC1CCN(CC1)C1=NC(=CC=C1)C(F)(F)F)OC